CC1=CC=2C(=NC(=CC2)C(F)(F)F)N1C=1C=C2C=NNC2=C(C1)C 2-Methyl-1-(7-methyl-1H-indazol-5-yl)-6-(trifluoromethyl)pyrrolo[2,3-b]pyridine